[(2,5-dichlorothiophen-3-yl)methyl]hydrazine ClC=1SC(=CC1CNN)Cl